4-(2,3-difluoro-4-methyl-phenyl)-1-((4ar,6r,7r,8ar)-7-methoxy-2,2-dimethyl-6-(prop-2-yn-1-yl)hexahydropyrano[3,2-d][1,3]dioxin-8-yl)-1H-1,2,3-triazole FC1=C(C=CC(=C1F)C)C=1N=NN(C1)C1[C@H]([C@H](O[C@H]2[C@@H]1OC(OC2)(C)C)CC#C)OC